ethyl 2-({6-[(1,3-benzothiazol-2-yl)amino]-5-cyclopropylpyridazin-3-yl}(methyl)amino)-5-(3-{4-[3-(dimethylamino)prop-1-yn-1-yl]-2-fluorophenoxy}propyl)-1,3-thiazole-4-carboxylate S1C(=NC2=C1C=CC=C2)NC2=C(C=C(N=N2)N(C=2SC(=C(N2)C(=O)OCC)CCCOC2=C(C=C(C=C2)C#CCN(C)C)F)C)C2CC2